C[C@@H]1CNC[C@@H](N1)C (3R,5s)-3,5-dimethylpiperazine